3-sec-Butoxy-9H-beta-carboline C(C)(CC)OC=1N=CC=2NC3=CC=CC=C3C2C1